C(=C)OC(C)(C)C t-butyl vinyl ether